C(C)(C)C(C(=O)[O-])C(=O)[O-] 2-isopropylmalonate